3-((2S)-2-hydroxy-3-(8-(3-(pyridin-2-yl)phenylsulfonyl)-1-oxa-8-azaspiro[4.5]decan-3-ylamino)propoxy)-N-methylbenzenesulfonamide O[C@H](COC=1C=C(C=CC1)S(=O)(=O)NC)CNC1COC2(C1)CCN(CC2)S(=O)(=O)C2=CC(=CC=C2)C2=NC=CC=C2